OC1(CCCCC1)C1=C(C=CC=C1)C(=O)C1=C(C=CC=C1)C1(CCCCC1)O 1-Hydroxycyclohexyl-phenyl ketone